2-(2-(7-((tert-butyldimethylsilyloxy)methyl)-2-methoxyquinoxalin-5-yl)-4-methylbenzo[d]thiazol-6-yloxy)ethanol [Si](C)(C)(C(C)(C)C)OCC1=CC(=C2N=CC(=NC2=C1)OC)C=1SC2=C(N1)C(=CC(=C2)OCCO)C